dodecenyl-succinic acid amide C(=CCCCCCCCCCC)C(C(=O)N)CC(=O)O